C(C)(C)N1N=C(C=C1)C1=C(C2=C(N=C(N=C2NC[C@@H]2OCCC2)C=2N(C=CN2)C)S1)C |r| rac-6-(1-Isopropyl-1H-pyrazol-3-yl)-5-methyl-2-(1-methyl-1H-imidazol-2-yl)-N-((tetrahydrofuran-2-yl)methyl)thieno[2,3-d]pyrimidin-4-amine